O(OBr)Br.[W+6] tungsten(VI) dioxydibromide